acryloyloxyethyl 2-hydroxypropyl phthalate C(C=1C(C(=O)OCC(C)O)=CC=CC1)(=O)OCCOC(C=C)=O